C[C@@H]1C(N(C(N1)=O)C=1C=NC(=CC1)OC1=CC(=C(C=C1)C)OC)=O (5R)-5-methyl-3-(6-{[4-methyl-3-(methyloxy)phenyl]oxy}-3-pyridyl)-2,4-imidazolidinedione